sodium taurine salt NCCS(=O)(=O)[O-].[Na+]